C(N)(=N)C=1C=C(SC1)[C@@H](C)NC(=O)[C@H]1N(C[C@](C1)(CF)F)C(CNC(=O)C=1C=CC=2C(C3=CC=CC=C3C2C1)(F)F)=O (2S,4R)-N-[(1R)-1-(4-carbamimidoylthiophen-2-yl)ethyl]-1-{2-[(9,9-difluorofluoren-3-yl)formamido]acetyl}-4-fluoro-4-(fluoromethyl)pyrrolidine-2-carboxamide